CC1(S(CC2=C1N=C(N=C2)C(=O)O)(=O)=O)C 7,7-dimethyl-5,7-dihydrothieno[3,4-d]pyrimidine-2-carboxylic acid 6,6-dioxide